ClC=1C(=C(C=CC1OC(F)F)NC1=NC=NC2=C1N=C(N=C2)N2[C@@H]1CN([C@H](C2)C1)C(=O)OC(C)(C)C)F tert-butyl (1S,4S)-5-(8-((3-chloro-4-(difluoromethoxy)-2-fluorophenyl)amino)pyrimido[5,4-d]pyrimidin-2-yl)-2,5-diazabicyclo[2.2.1]heptane-2-carboxylate